C(CCC)OC(=O)C1CC(C1)([N+](=O)[O-])CO.F[C@@H]1C[C@H](C2=CC=CC=C12)NC(\C=C\C1=CC=C2C=NNC2=C1)=O (E)-N-((1r,3r)-3-fluoro-2,3-dihydro-1H-inden-1-yl)-3-(1H-indazol-6-yl)acrylamide Butyl-3-(hydroxymethyl)-3-nitro-cyclobutanecarboxylate